ClC1=CC(=C(COC2=CC=CC(=N2)C2CCC(CC2)CC(=O)O)C=C1)F (4-{6-[(4-chloro-2-fluorobenzyl)oxy]pyridin-2-yl}cyclohexyl)acetic acid